Aluminum-Yttrium-Ytterbium [Yb].[Y].[Al]